O=C(NCCOCCOCCOCCOC=COCC(=O)ON1C(CCC1=O)=O)CCSSC1=NC=CC=C1 2-[[16-oxo-18-(2-pyridyldithio)-3,6,9,12-tetraoxa-15-azaoctadecen-1-yl]oxy]-acetic acid, 2,5-dioxo-1-pyrrolidinyl ester